1-(3-(4-amino-7-methyl-5-(1-(pyridin-2-yl)-1H-pyrazol-4-yl)-7H-pyrrolo[2,3-d]pyrimidin-6-yl)pyrrolidin-1-yl)prop-2-en-1-one NC=1C2=C(N=CN1)N(C(=C2C=2C=NN(C2)C2=NC=CC=C2)C2CN(CC2)C(C=C)=O)C